O=C1NC(CCC1N(C=1C=C(C=CC1)N1CCN(CC1)CC(=O)O)C)=O 2-[4-[3-[(2,6-dioxo-3-piperidyl)-methyl-amino]phenyl]piperazin-1-yl]acetic acid